FC=1C(=C(C=CC1F)[C@H]1[C@@H](O[C@]([C@H]1C)(C(F)(F)F)C)C(=O)NC1=CC(=NC=C1)C(=O)N)OC[C@@H](C)O 4-((2R,3S,4S,5R)-3-(3,4-difluoro-2-((R)-2-hydroxypropoxy)phenyl)-4,5-dimethyl-5-(trifluoromethyl)tetrahydrofuran-2-carboxamido)pyridineamide